N1(CCN(CC1)CCN(CCCCCC(OCCCCCCCCCCC)=O)CCCCCCCC(=O)OCCCC(CCCCC)CCCCC)CCN(CCCCCC(=O)OCCCCCCCCCCC)CCCCCCCC(=O)OCCCC(CCCCC)CCCCC bis(4-pentyl-nonyl) 8,8'-((piperazine-1,4-diylbis-(ethane-2,1-diyl))bis((6-oxo-6-(undec-yloxy)hexyl)-azanediyl))-dioctanoate